3-(N-(3-methoxy-4-(3-methyl-6-(pyrazolo[1,5-a]pyrimidin-3-yl)-1H-pyrazolo[4,3-c]pyridin-1-yl)phenyl)sulfamoyl)propionamide COC=1C=C(C=CC1N1N=C(C=2C=NC(=CC21)C=2C=NN1C2N=CC=C1)C)NS(=O)(=O)CCC(=O)N